(8-bromo-5-(((5-fluoro-2,3-dihydrobenzofuran-4-yl)methyl)amino)imidazo[1,2-c]pyrimidin-2-yl)(phenyl)methanone BrC=1C=2N(C(=NC1)NCC1=C(C=CC3=C1CCO3)F)C=C(N2)C(=O)C2=CC=CC=C2